(R)-N-(5-chloro-2-methyl-6-(2H-1,2,3-triazol-2-yl)pyridin-3-yl)-N'-(4-(1-methoxyethyl)-6-methyl-1,5-naphthyridin-3-yl)urea ClC=1C=C(C(=NC1N1N=CC=N1)C)NC(=O)NC=1C=NC2=CC=C(N=C2C1[C@@H](C)OC)C